CC(CNC(OC(C)(C)C)=O)CC(C(C)C)=O tert-butyl N-(2,5-dimethyl-4-oxo-Hexyl)carbamate